ClC1=C(C=CC=C1F)C1=C(C2=C(N=C(N=C2)NC2=CC(=C(C=C2)N2CCN(CC2)C)C)N(C1=O)C1CCC(CC1)NC(=O)C1CC1)C N-((1S,4S)-4-(6-(2-chloro-3-fluorophenyl)-5-methyl-2-((3-methyl-4-(4-methylpiperazin-1-yl)phenyl)amino)-7-oxopyrido[2,3-d]pyrimidin-8(7H)-yl)cyclohexyl)cyclopropanecarboxamide